NCCOCCOCCOC 1-amino-3,6,9-trioxadecane